C(CC)OCCNCCCC=1NC=CN1 N-(2-(n-propoxy)ethyl)-3-(imidazolyl)propan-1-amine